4-methyl-leucine CC(C[C@H](N)C(=O)O)(C)C